benzyl (R)-2-((1-(2-(4,4-dimethylpiperidin-1-yl)-3-(2-hydroxyethyl)-6-methyl-4-oxo-4H-chromen-8-yl)ethyl)amino)benzoate CC1(CCN(CC1)C=1OC2=C(C=C(C=C2C(C1CCO)=O)C)[C@@H](C)NC1=C(C(=O)OCC2=CC=CC=C2)C=CC=C1)C